(+/-)-1-tert-Butyl trans,cis-5-(Hydroxymethyl)-4-(4-methoxyphenyl)-2-methylpiperidine-1-carboxylate OCC1C(CC(N(C1)C(=O)OC(C)(C)C)C)C1=CC=C(C=C1)OC